(S)-3-(3-cyano-4-fluorophenyl)-1-methyl-1-(1-(1-oxo-1,2-dihydroisoquinolin-4-yl)ethyl)urea C(#N)C=1C=C(C=CC1F)NC(N([C@@H](C)C1=CNC(C2=CC=CC=C12)=O)C)=O